BrCCCCCCCC(=O)NC1=CC=CC=C1 8-Bromo-N-phenyloctanamide